(S)-3-((4-(5-chloro-1-(morpholin-2-ylmethyl)-1H-indol-7-yl)pyrrolo[2,1-f][1,2,4]triazin-6-yl)methyl)imidazolidine-2,4-dione hydrochloride Cl.ClC=1C=C2C=CN(C2=C(C1)C1=NC=NN2C1=CC(=C2)CN2C(NCC2=O)=O)C[C@@H]2CNCCO2